1-{3-[3-(benzyloxy)propoxy]-5-[5-bromo-1-(4-methylbenzenesulfonyl)-1H-pyrazolo[3,4-c]pyridin-3-yl]pyridin-2-yl}-4-methylpiperazine C(C1=CC=CC=C1)OCCCOC=1C(=NC=C(C1)C1=NN(C2=CN=C(C=C21)Br)S(=O)(=O)C2=CC=C(C=C2)C)N2CCN(CC2)C